Cl.O[C@@](C=1C=NC=C(C(=O)O)C1)(C1(CNC1)C)C1=CC=C(C=C1)C(C)C 5-[(R)-Hydroxy-(4-isopropyl-phenyl)-(3-methyl-azetidin-3-yl)-methyl]-nicotinic acid, hydrochloride salt